2-Fluoro-5-(3-formylpyridin-2-yl)benzoic acid methyl ester COC(C1=C(C=CC(=C1)C1=NC=CC=C1C=O)F)=O